ClC=1C(=NC(=NC1)N[C@@H]1C[C@H]2CO[C@@H]([C@H]1O)O2)C2=CC1=C(C(=C(O1)C(C)(C)O)C#N)C(=C2)F 6-(5-chloro-2-(((1S,3R,4S,5R)-4-hydroxy-6,8-dioxabicyclo[3.2.1]octan-3-yl)amino)pyrimidin-4-yl)-4-fluoro-2-(2-hydroxypropan-2-yl)benzofuran-3-carbonitrile